6-((6-cyanopyridin-2-yl)amino)-4-((2-methoxy-3-(pyrimidin-2-yl)phenyl)amino)-N-(methyl-d3)Nicotinamide C(#N)C1=CC=CC(=N1)NC1=NC=C(C(=O)NC([2H])([2H])[2H])C(=C1)NC1=C(C(=CC=C1)C1=NC=CC=N1)OC